OCC1CCC(CC1)N1N=C2C=C(C(=CC2=C1)N1CC(=C2N1C=CC=N2)C(=O)N)OC 1-N-[2-[4-(hydroxymethyl)cyclohexyl]-6-methoxy-indazol-5-yl]pyrazolo[1,5-a]pyrimidine-3-carboxamide